5-bromo-N-ethyl-6-methylpyridineamide BrC=1C=CC(=NC1C)C(=O)NCC